BrCCCOC1=C(CC(C=C1)([N+](=O)[O-])C)Cl 1-(3-Bromopropoxy)-2-chloro-4-methyl-4-nitrobenzene